4-((4-methoxypyridin-3-yl)(tetrahydro-2H-pyran-4-yl)methyl)-1-methyl-1,4-dihydropyrazolo[3',4':4,5]pyrrolo[3,2-b]pyridine-3-carboxylate COC1=C(C=NC=C1)C(N1C2=C(C3=NC=CC=C31)N(N=C2C(=O)[O-])C)C2CCOCC2